CC(C)C(C(C)C)NCC=1C=C(CSC2=C3CN(C(C3=CC=C2)=O)C2C(NC(CC2)=O)=O)C=CC1 3-(4-((3-(((2,4-dimethylpentan-3-yl)amino)methyl)benzyl)thio)-1-oxoisoindolin-2-yl)piperidine-2,6-dione